(3AS,4R,6aR)-5-(benzyloxycarbonyl)-4-(4-dihydroxyboryl-butyl)-1-(tert-butoxycarbonyl)octahydropyrrolo[3,4-b]pyrrole-4-carboxylic acid C(C1=CC=CC=C1)OC(=O)N1C[C@@H]2N(CC[C@@H]2[C@@]1(C(=O)O)CCCCB(O)O)C(=O)OC(C)(C)C